C(C)(=O)N[C@H]1[C@@H](O[C@H]([C@@H]([C@@H]1O)O)C(=O)O)O[C@@H]1[C@H]([C@H](OCCCNC(CCSSC2=NC=CC=C2)=O)O[C@@H]([C@@H]1N)C)NC(C)=O 3-(3-(2-Pyridyldithio)propionamido)-propyl (2-acetamido-2-deoxy-α-L-altropyranosyluronic acid)-(1→3)-2-acetamido-4-amino-2,4,6-trideoxy-β-D-galactopyranoside